CCC(CC)C1=NC=2N(C(=C1)C1(CC(CC1)N)N)N=CC2 (5-(pent-3-yl)pyrazolo[1,5-a]pyrimidin-7-yl)cyclopentane-1,3-diamine